FC1(CC(CC1)C(=O)N1CC2(CC2)C[C@H]1C(=O)N[C@@H](C[C@H]1C(NCC1)=O)C(COC(F)(F)F)=O)F (6S)-5-(3,3-difluorocyclopentane-1-carbonyl)-N-((S)-3-oxo-1-((S)-2-oxopyrrolidin-3-yl)-4-(trifluoromethoxy)butan-2-yl)-5-azaspiro[2.4]heptane-6-carboxamide